4-phenylpicolinamide C1(=CC=CC=C1)C1=CC(=NC=C1)C(=O)N